N1=CC(=CC2=CC=CC=C12)C=1C=C(C=CC1)N1CCC(CC1)CN (1-(3-(quinolin-3-yl)phenyl)piperidin-4-yl)methylamine